C(#N)C=1C(=NC(=NC1)N[C@H]1CN(CCC1)C1=NOC2=C1C=CC=C2NC(C=C)=O)OC (R)-N-(3-(3-((5-Cyano-4-methoxypyrimidin-2-yl)amino)piperidin-1-yl)benzo[d]isoxazol-7-yl)acrylamide